5-acetamido-N,N'-Bis(2,3-dihydroxypropyl)-2,4,6-triiodoisophthalamide C(C)(=O)NC=1C(=C(C(=C(C(=O)NCC(CO)O)C1I)I)C(=O)NCC(CO)O)I